FC(C1CC(C1)NC(=O)NCC1=CC(=NC=C1)OCC(F)(F)F)F 1-((1s,3s)-3-(difluoromethyl)cyclobutyl)-3-((2-(2,2,2-trifluoroethoxy)pyridin-4-yl)methyl)urea